N[C@@H]1CN(CCC1)C1=C(C=NC(=C1)NC1=NC(=NC=C1)C1=C(C=CC=C1OC)F)C1=CC=C(C=C1)NC(C)=O (S)-N-(4-(4-(3-aminopiperidin-1-yl)-6-((2-(2-fluoro-6-methoxyphenyl)pyrimidin-4-yl)amino)pyridin-3-yl)phenyl)acetamide